O=C1NC(CCC1N1C(N(C2=C1C=CC=C2N2CCN(CC2)C2N(CCCC2)C2CCNCC2)C)=O)=O {4-[1-(2,6-Dioxopiperidin-3-yl)-3-methyl-2-oxo-1,3-benzodiazol-4-yl]piperazin-1-yl}-[1,4'-bipiperidin]